CC1CN(S(N(C1)C1=NC=CC=C1)(=O)=O)CC(=O)NC1C2CC3(CC(CC1C3)C2)C(=O)N 4-(2-(4-methyl-1,1-dioxido-6-(pyridine-2-yl)-1,2,6-thiadiazinan-2-yl)acetamido)adamantan-1-carboxamide